(2-(dibenzylamino)ethoxy)ethanol C(C1=CC=CC=C1)N(CCOC(C)O)CC1=CC=CC=C1